COC(CC(C(=O)NC1=C(C(=O)OC)C=C(C=C1)Br)C)=O methyl 2-(4-methoxy-2-methyl-4-oxobutyramido)-5-bromobenzoate